tert-butyl (6-bromo-2,7-dichloropyrrolo[1,2-b]pyridazin-4-yl)(thiophen-2-ylmethyl)carbamate BrC=1C=C2N(N=C(C=C2N(C(OC(C)(C)C)=O)CC=2SC=CC2)Cl)C1Cl